[Si](C)(C)(C(C)(C)C)OC1=CC=C(C=C1)CC(=O)O 2-[4-[tert-butyl(dimethyl)silyl]oxyphenyl]acetic acid